FC1=C(C=CC=C1)N1N=C(C2=C(C1=O)C=CN2)C(=O)OC Methyl 5-(2-fluorophenyl)-4-oxo-1H-pyrrolo[2,3-d]pyridazine-7-carboxylate